CC1=C(SC=2C1=NSC2NCC=2SC=CC2)C[C@H](C)NC(C)=O N-[(2S)-1-{6-methyl-3-[(thiophen-2-ylmethyl)amino]thieno[3,2-c][1,2]thiazol-5-yl}propan-2-yl]acetamide